7-((2S,5R)-4-((3,3-Difluorocyclobutyl)(4-fluorophenyl)methyl)-5-ethyl-2-methylpiperazin-1-yl)-5-hydrazineyl-3-(((S)-tetrahydrofuran-2-yl)methyl)-3H-[1,2,3]triazolo[4,5-d]pyrimidine FC1(CC(C1)C(N1C[C@@H](N(C[C@H]1CC)C=1C2=C(N=C(N1)NN)N(N=N2)C[C@H]2OCCC2)C)C2=CC=C(C=C2)F)F